N-{[(2S)-2-hydroxy-3-piperidin-1-ylpropyl]oxy}pyridin O[C@H](CON1CC=CC=C1)CN1CCCCC1